7-chloro-5-(2,4-difluorophenyl)-3-methyl-3,4-dihydro-2H-pyrano[2,3-b]Pyridine-2-carboxylic acid ClC1=CC(=C2C(=N1)OC(C(C2)C)C(=O)O)C2=C(C=C(C=C2)F)F